1,4-bis(1H-imidazolyl)naphthalene N1(C=NC=C1)C1=CC=C(C2=CC=CC=C12)N1C=NC=C1